NCCC[Si](OCC)(OCC)OCC 3-aminopropyltrieth-oxysilane